5-(3,4-difluorophenyl)-6-tetrahydropyran-4-yl-1H-pyrrolo[2,3-f]indazole FC=1C=C(C=CC1F)N1C(=CC2=C1C=C1C=NNC1=C2)C2CCOCC2